C(C)(=O)NCC1CCN(CC1)CC1=CC(=NC(=C1)C1=CC(=CC(=C1)Cl)Cl)OC=1C=CC(=NC1)N1CCN(CC1)CCCC(=O)O 4-(4-(5-((4-((4-(acetamidomethyl)piperidin-1-yl)methyl)-6-(3,5-dichlorophenyl)pyridin-2-yl)oxy)pyridin-2-yl)piperazin-1-yl)butanoic acid